3-(3-(2-(4-(benzo[b]thiophen-4-yl)piperazin-1-yl)ethyl)cyclobutyl)-1-ethyl-1-methylurea S1C2=C(C=C1)C(=CC=C2)N2CCN(CC2)CCC2CC(C2)NC(N(C)CC)=O